C(=C)C1CC2C(CC1)O2 4-vinylcyclohexene monooxide